C(CCCCCCCCCC)OC([C@@H]1[C@H]([C@@H]([C@H]([C@H](O)O1)O)O)O)=O β-D-glucuronic acid undecyl ester